N2-isopentyl-6-phenyl-N4-(pyridin-4-yl)-1,3,5-triazine-2,4-diamine C(CC(C)C)NC1=NC(=NC(=N1)NC1=CC=NC=C1)C1=CC=CC=C1